OC(C)(C)C1=CC=C(C=C1)C=1N=C2C(=NC1)NC(CN2CC2CCOCC2)=O 6-(4-(2-hydroxypropan-2-yl)phenyl)-4-((tetrahydro-2H-pyran-4-yl)methyl)-3,4-dihydropyrazino[2,3-b]pyrazin-2(1H)-one